C(C)N(C(=O)C1=C(OC2=C(N=CN=N2)N2CC3(C2)CCN(CC3)C(=O)[C@H]3N(C[C@@H](C3)F)C(=O)OC(C)(C)C)C=CC(=C1)F)C(C)C tert-butyl (2S,4R)-2-[2-(6-{2-[ethyl (propan-2-yl) carbamoyl]-4-fluorophenoxy}-1,2,4-triazin-5-yl)-2,7-diazaspiro[3.5]nonane-7-carbonyl]-4-fluoropyrrolidine-1-carboxylate